6-((E)-2-(naphthalen-1-yl)vinyl)pyrimidine-5-carbonitrile C1(=CC=CC2=CC=CC=C12)/C=C/C1=C(C=NC=N1)C#N